3-ethyl-2-methyl-4H-benzopyran-4-one C(C)C1=C(OC2=C(C1=O)C=CC=C2)C